FC(C=1C=C(\C=N\C(C(=O)OC)(C=C)C)C=C(C1)C(F)(F)F)(F)F (E)-methyl 2-((3,5-bis(trifluoromethyl) benzylidene) amino)-2-methylbut-3-enoate